ClC1=NC(=C(C(=C1C#N)C1CC1)C#N)N1CCC(CC1)CN1CCCC1 2-chloro-4-cyclopropyl-6-(4-(pyrrolidin-1-ylmethyl)piperidin-1-yl)pyridine-3,5-dicarbonitrile